ethyl (4-(7-(3,4-dimethoxyphenyl)pyrazolo[1,5-a]pyrimidine-2-carboxamido) benzoyl)glycinate COC=1C=C(C=CC1OC)C1=CC=NC=2N1N=C(C2)C(=O)NC2=CC=C(C(=O)NCC(=O)OCC)C=C2